OC=1[C@H](OC(C1O)=O)[C@H](CO)O.[Zn] Zinc vitamin C